3-carbonyl-6-(tosyloxy)-2,3-dihydrobenzofuran-5-carboxylic acid methyl ester COC(=O)C=1C(=CC2=C(C(CO2)=C=O)C1)OS(=O)(=O)C1=CC=C(C)C=C1